C(C1=CC=CC=C1)(=O)NN=CC=1C=NC=CC1 3-Pyridinecarboxaldehyde benzoyl hydrazone